(R)-2-(2-amino-8-methyl-[1,2,4]triazolo[1,5-a]pyridin-7-yl)-6-(1-(2,2-difluoro-1-(4-fluorophenyl)propyl)-1H-pyrazol-4-yl)isonicotinamide NC1=NN2C(C(=C(C=C2)C=2C=C(C(=O)N)C=C(N2)C=2C=NN(C2)[C@@H](C(C)(F)F)C2=CC=C(C=C2)F)C)=N1